COCC=1OCCN1 2-methoxymethyloxazoline